furyl palmitate C(CCCCCCCCCCCCCCC)(=O)OC=1OC=CC1